N[C@H](C(=O)OC)CC=1C=CC(=C2CCOCC12)C=1C(N(C2=CC=C(C=C2C1C)F)C)=O methyl (S)-2-amino-3-(5-(6-fluoro-1,4-dimethyl-2-oxo-1,2-dihydroquinolin-3-yl)isochroman-8-yl)propanoate